C(#N)C=1C=C(C=CC1OC(C)C)C1=NC(=NO1)C1=C2CC/C(/C2=CC=C1)=N\OC(C(=O)OC)C Methyl (E)-2-(((4-(5-(3-cyano-4-isopropoxyphenyl)-1,2,4-oxadiazol-3-yl)-2,3-dihydro-1H-inden-1-ylidene)amino)oxy)propanoate